C1(=CC=CC=2C3=CC=CC=C3CC12)N=CC1=C(C(=CC=C1)C)O 2-[(fluorenyl)imino]methyl-6-methylphenol